{(E)-(S)-15-[(E)-3-(5-Chloro-2-tetrazol-1-yl-phenyl)-acryloylamino]-8-oxa-17,19-diaza-tricyclo[14.2.1.02,7]nonadeca-1(18),2,4,6,12,16(19)-hexaen-5-yl}-carbamic Acid methyl ester COC(NC1=CC=C2C3=CNC([C@H](C/C=C/CCCOC2=C1)NC(\C=C\C1=C(C=CC(=C1)Cl)N1N=NN=C1)=O)=N3)=O